C(C)(C)(C)OC(N[C@H]1[C@H](CCCC1)N)=O |r| (rac)-cis-(2-amino-cyclohexyl)carbamic acid tert-butyl ester